C(CCCCCCCCCCCCCCCCC)OC(CCC1=CC(=C(C(=C1)C(C)(C)C)O)C(C)(C)C)=O Octadecyl-[3-(3,5-di-tert-butyl-4-hydroxyphenyl)propionat]